ClC=1C(=NC(=NC1)NC1CCOCC1)C1=CC=C2CN(C(C2=C1)=O)CC(=O)NC(C)(C)C1=CC=C(C=C1)F 2-(6-{5-chloro-2-[(oxan-4-yl)amino]pyrimidin-4-yl}-1-oxo-2,3-dihydro-1H-isoindol-2-yl)-N-[2-(4-fluorophenyl)propan-2-yl]acetamide